ClC=1C(=C(C(=CC1)N1N=NN=C1)C=CC(=O)NC(C(=O)NC1=CC=C(C(=O)O)C=C1)CC1=CC=C(C=C1)NC(=O)N1CCOCC1)F 4-(2-(3-(3-chloro-2-fluoro-6-(1H-tetrazol-1-yl)phenyl)acrylamido)-3-(4-(morpholin-4-amido)phenyl)propanamido)benzoic acid